FC1=CC=C(CN2C([C@@]3(N(C(C4=C3C=NC=C4)=O)CC4=CC=C(C=C4)OC)CC2)=O)C=C1 |r| rac-1-(4-fluorobenzyl)-2'-(4-methoxybenzyl)spiro[pyrrolidine-3,3'-pyrrolo[3,4-c]pyridine]-1',2(2'H)-dione